C(C)(C)(C)OC(=O)N1CCC2(CC1)C(C1=C(C=NC=C1)C2)=O.O[C@H](CC(=O)N(C)C)C=2C=C(C=CC2)C (R)-3-hydroxy-N,N-dimethyl-3-(m-tolyl)propionamide tert-butyl-5-oxo-5,7-dihydrospiro[cyclopenta[c]pyridine-6,4'-piperidine]-1'-carboxylate